IC(CC)CCCC 3-iodo-heptane